ClC=1C=C(C=CC1F)N(C(=O)[C@H]1N(C[C@H](C1)C(=O)NC1=NN(C=C1)C)C1=NC(=CC(=C1)C(F)(F)F)C)C([2H])([2H])[2H] (2S,4S)-N2-(3-chloro-4-fluorophenyl)-N2-(methyl-d3)-N4-(1-methyl-1H-pyrazol-3-yl)-1-[6-methyl-4-(trifluoromethyl)pyridin-2-yl]Pyrrolidine-2,4-dicarboxamide